C(#N)C1=CC(=C(COC2=CC=CC(=N2)C2CCN(CC2)[C@@H]2C=3N([C@H](COC2)C)C2=C(N3)C=CC(=C2)C(=O)OC)C=C1)F (1S,5R)-methyl 5-(4-(6-((4-cyano-2-fluorobenzyl)oxy)pyridin-2-yl)piperidin-1-yl)-1-methyl-1,2,4,5-tetrahydrobenzo[4,5]imidazolo[1,2-d][1,4]oxazepine-9-carboxylate